N1=CC(=CC=C1)NC(=O)[C@@H]1CC12CCN(CC2)C(=O)[O-] (R)-1-(pyridin-3-ylcarbamoyl)-6-azaspiro[2.5]octane-6-carboxylate